C(C)(C)(C)OC(=O)NC1=CC=C(C=C1)O 4-(tert-Butoxycarbonyl)aminophenol